COCCOCCCC(C)C ethylene glycol isohexyl methyl ether